hexamethylenediamine methacrylate C(C(=C)C)(=O)O.NCCCCCCN